N'-(4-bromophenyl)-3-ethyl-1-(thiazol-2-yl)-1H-pyrazole-4-carbohydrazide BrC1=CC=C(C=C1)NNC(=O)C=1C(=NN(C1)C=1SC=CN1)CC